tert-Butyl 4-[4-[6-[[2-chloro-6-[3-[2-[1-(trifluoromethyl)cyclopropyl]ethoxy] pyrazol-1-yl]pyridine-3-carbonyl]sulfamoyl]-2-pyridyl]butyl]-2,2-dimethylpyrrolidine-1-carboxylate ClC1=NC(=CC=C1C(=O)NS(=O)(=O)C1=CC=CC(=N1)CCCCC1CC(N(C1)C(=O)OC(C)(C)C)(C)C)N1N=C(C=C1)OCCC1(CC1)C(F)(F)F